FC(OC=1C=C(C=CC1)C=1C2=C(N(N1)C1=NC=C(C=C1)F)CC(CO2)C(=O)NC2(CS(C2)(=O)=O)C)F 3-(3-(difluoromethoxy)phenyl)-1-(5-fluoropyridin-2-yl)-N-(3-methyl-1,1-dioxidothietan-3-yl)-1,5,6,7-tetrahydropyrano[3,2-c]pyrazole-6-carboxamide